(R)-2-((1-(3-carbamoyl-7-methyl-4-oxo-2-(piperidin-1-yl)-4H-pyrido[1,2-a]pyrimidin-9-yl)ethyl)amino)benzoic acid C(N)(=O)C1=C(N=C2N(C1=O)C=C(C=C2[C@@H](C)NC2=C(C(=O)O)C=CC=C2)C)N2CCCCC2